methyl trans-4-[(2-methylthiazol-4-yl)methyl]cyclohexanecarboxylate CC=1SC=C(N1)C[C@@H]1CC[C@H](CC1)C(=O)OC